C(C)(=O)OCCCCCCCCCCCCC\C=C/CCBr (14Z)-17-bromo-14-heptadecenyl acetate